P(=O)(OC(CC)C)([O-])[O-] methyl-2-propyl phosphate